ClC1=NC(=C2C(=N1)NN=C2C)O[C@H]2[C@H](CN(CC2)C(C)C)F (3S,4R)-4-([6-chloro-3-methyl-1H-pyrazolo[3,4-d]pyrimidin-4-yl]oxy)-3-fluoro-1-isopropyl-piperidine